[SiH3]CC(O)(C)C(C)(C)O silyl-pinacol